N1C=C(C2=CC=CC=C12)C[C@@H](C(NCC[N+](C)(C)C)=O)NC(=O)C1(CC2=CC=CC=C2C1)CC(=O)OC[C@@H](N)CC1=CC(=C(C(=C1)O)OC)C (S)-3-methyl-4-methoxy-5-hydroxyphenylalaninol (2-{[(1S)-2-(1H-indol-3-yl)-1-{[2-(trimethylammonio)ethyl]carbamoyl}ethyl]carbamoyl}-1,3-dihydroinden-2-yl)acetate